C(C)OC(=O)C1(C(C=C(C1)C1=CC(=CC(=C1)F)F)=O)C 4-(3,5-difluorophenyl)-1-methyl-2-oxocyclopent-3-ene-1-carboxylic acid ethyl ester